CC1CCC=2NC3=CC=C(C=C3C2C1)S(=O)(=O)NC1=CC=C(C(=O)OCC)C=C1 ethyl 4-(3-methyl-2,3,4,9-tetrahydro-1H-carbazole-6-sulfonamido)benzoate